1,2-dimethyl-6-oxo-1,6-dihydropyrimidine-5-carboxamide CN1C(=NC=C(C1=O)C(=O)N)C